C(C)(=O)O.OC1=CC=CC=C1 hydroxyl-benzene acetate